((2,2-difluoro-1-oxo-7-(trifluoromethylsulfanyl)-2,3-dihydro-1H-inden-4-yl)oxy)benzonitrile FC1(C(C2=C(C=CC(=C2C1)OC1=C(C#N)C=CC=C1)SC(F)(F)F)=O)F